CYSTEINE ASPARTATE N[C@@H](CC(=O)O)C(=O)O.N[C@@H](CS)C(=O)O